3-chloro-2-methyl-5,6,7,8-tetrahydronaphthalene-1-carbaldehyde ClC=1C(=C(C=2CCCCC2C1)C=O)C